ClC1=CC(=C(C(=C1)C)B(O)O)O (4-chloro-2-hydroxy-6-methyl-phenyl)boronic acid